N-((3-(1H-1,2,4-triazol-1-yl)phenyl)(8-hydroxy-5-methylquinolin-7-yl)methyl)butyramide N1(N=CN=C1)C=1C=C(C=CC1)C(NC(CCC)=O)C1=CC(=C2C=CC=NC2=C1O)C